4-ethynyl-3,5-dimethyl-1-(trifluoromethyl)-1H-pyrazole C(#C)C=1C(=NN(C1C)C(F)(F)F)C